C1(=CC=CC2=CC=CC=C12)C1(CC1)C(=O)Cl 1-(naphthalen-1-yl)cyclopropane-1-carbonyl chloride